C(C1=CC=CC=C1)N1N=CC(=N1)C1=CC=CC=C1 2-benzyl-4-phenyl-2H-1,2,3-triazole